C(C)(C)(C)C1=CC(=C(C=C1O)C)CC 6-tert-butyl-3-methyl-4-ethylphenol